CNC.ClC1=C(OCC(=O)O)C=CC(=C1)Cl 2,4-dichlorophenoxyacetic acid dimethylamine salt